C(C)OCOC=1C=CC=C2CCCC(C12)=O 8-(ethoxymethoxy)-3,4-dihydro-naphthalen-1(2H)-one